NC=1N=C(SC1C(=O)C1=CC(=NO1)C1=CC=C(C=C1)OC(F)(F)F)N(C1=CC=C(C=C1)F)C(C(=O)N)C (N-[4-Amino-5-[3-[4-(trifluoromethoxy)phenyl]isoxazol-5-carbonyl]thiazol-2-yl]-4-fluoroanilino)propanamid